C(#N)CN(C(OC(C)(C)C)=O)C1=CC(=C(C(=C1)Cl)OC1=NN(C(C(=C1)C(C)C)=O)C)Cl tert-butyl (cyanomethyl)(3,5-dichloro-4-((5-isopropyl-1-methyl-6-oxo-1,6-dihydropyridazin-3-yl)oxy)phenyl)carbamate